tert-Butyl-4-(3-(2,6-dioxopiperidin-3-yl)-4-oxo-3,4-dihydrophthalazin-6-yl)piperazine C(C)(C)(C)N1CCN(CC1)C=1C=C2C(N(N=CC2=CC1)C1C(NC(CC1)=O)=O)=O